naphthylcarbonylmethyltetrahydrothiophenium triflate [O-]S(=O)(=O)C(F)(F)F.C1(=CC=CC2=CC=CC=C12)C(=O)C[S+]1CCCC1